8-bromo-4-hydroxy-1-methyl-2-oxo-quinoline-3-carbonitrile BrC=1C=CC=C2C(=C(C(N(C12)C)=O)C#N)O